tert-butyl(tert-butyl)4-(4-(4-((tert-butoxycarbonyl)amino)-5-(4-phenoxyphenyl)-7H-pyrrolo[2,3-d]pyrimidin-7-yl)cyclohexyl)-3-oxopiperazine-1-carboxylate C(C)(C)(C)C1(N(CCN(C1=O)C1CCC(CC1)N1C=C(C2=C1N=CN=C2NC(=O)OC(C)(C)C)C2=CC=C(C=C2)OC2=CC=CC=C2)C(=O)[O-])C(C)(C)C